(2R,3S)-4-(2-(6-cyclopropyl-7-fluoroimidazo[1,2-a]pyridin-3-yl)pyrimidin-4-yl)-3-methylpiperazine-2-carboxamide C1(CC1)C=1C(=CC=2N(C1)C(=CN2)C2=NC=CC(=N2)N2[C@H]([C@@H](NCC2)C(=O)N)C)F